OC=1C=C(C#N)C=C(C1C(=O)N1CC2=CC=CC(=C2C1)N[C@@H]1COCC1)O (S)-3,5-Dihydroxy-4-(4-((tetrahydrofuran-3-yl)amino)isoindoline-2-carbonyl)benzonitrile